ethyl 6-(4,4,5,5-tetramethyl-1,3,2-dioxaborolan-2-yl)imidazo[1,5-a]pyrazine-1-carboxylate CC1(OB(OC1(C)C)C=1N=CC=2N(C1)C=NC2C(=O)OCC)C